8-((1S,2S)-2-(5-bromopyrimidin-2-yl)cyclopropyl)-6-(2,4-dimethoxypyrimidin-5-yl)imidazo[1,2-b]pyridazine BrC=1C=NC(=NC1)[C@@H]1[C@H](C1)C=1C=2N(N=C(C1)C=1C(=NC(=NC1)OC)OC)C=CN2